benzoic acid [4-octyliminobutyl]benzoate C(CCCCCCC)N=CCCCOC(C1=CC=CC=C1)=O.C(C1=CC=CC=C1)(=O)O